O1CCN(CC1)CCCNC1=C(C=C(C=C1)S(=O)(=O)N)[N+](=O)[O-] 4-(3-morpholinopropylamino)-3-nitrobenzenesulfonamide